CC(CCO)C(CC(CC(C)C)C)C 3,4,6,8-tetramethyl-1-nonanol